tert-butyl (2-bromo-5-ethoxypyridin-4-yl)(tert-butoxycarbonyl)carbamate BrC1=NC=C(C(=C1)N(C(OC(C)(C)C)=O)C(=O)OC(C)(C)C)OCC